2-((1-phenylethyl)thio)-1-(4-(5-(trifluoromethyl)-1,2,4-oxadiazol-3-yl)phenyl)ethan-1-one C1(=CC=CC=C1)C(C)SCC(=O)C1=CC=C(C=C1)C1=NOC(=N1)C(F)(F)F